difluoro-2-(difluoromethyl)-N-[(3R)-3-propyl-1,1-dimethyl-2,3-dihydro-1H-inden-4-yl]pyridine-3-carboxamide benzyl-4-(benzyloxy)-2,3,5-trifluoro-benzoate C(C1=CC=CC=C1)OC(C1=C(C(=C(C(=C1)F)OCC1=CC=CC=C1)F)F)=O.FC=1C(=C(C(=NC1)C(F)F)C(=O)NC1=C2[C@@H](CC(C2=CC=C1)(C)C)CCC)F